Isopropyl ((R)-(2,4-di-tert-butyl-5-(4-oxo-1,4-dihydroquinoline-3-carboxamido)phenoxy)(ethoxy)phosphoryl)-L-alaninate C(C)(C)(C)C1=C(O[P@](=O)(OCC)N[C@@H](C)C(=O)OC(C)C)C=C(C(=C1)C(C)(C)C)NC(=O)C1=CNC2=CC=CC=C2C1=O